7-Bromo-6-chloro-3-((2,2-dimethoxyethyl)amino)-1-(2-methoxypyridin-3-yl)quinoxaline-2(1H)-on BrC1=C(C=C2N=C(C(N(C2=C1)C=1C(=NC=CC1)OC)=O)NCC(OC)OC)Cl